C(C=C)(=O)OCCCCCCOC1=CC=C(C(=O)O)C=C1 4-((6-(acryloyloxy)hexyl)oxy)benzoic acid